Racemic-1-(4-cyano-3-fluorophenyl)-3-(isoquinolin-4-yl)-2-oxoimidazoline-4-carbonitrile C(#N)C1=C(C=C(C=C1)N1C(N([C@H](C1)C#N)C1=CN=CC2=CC=CC=C12)=O)F |r|